C(=O)(OC(C)(C)C)[C@]12N(C[C@H](NC1)C2)C2=NC=C(C=N2)Br Boc-(1R,4R)-2-(5-bromopyrimidin-2-yl)-2,5-diazabicyclo[2.2.1]heptane